(5-((diethylaminomethylamino)methyl)-2-furyl)methanol iodide [I-].C(C)N(CC)CNCC1=CC=C(O1)CO